4-(diisobutylamino)-3-nitrophenylethanone C(C(C)C)N(C1=C(C=C(C=C1)C(C)=O)[N+](=O)[O-])CC(C)C